Cl.N1C=NC(=C1)C1=CC=C(C=C1)C(C(=O)NCC1=CC(=CC=C1)Cl)N1C(C(C2=CC(=CC(=C12)Br)Br)=O)=O (4-(1H-imidazol-4-yl)phenyl)-N-(3-chlorobenzyl)-2-(5,7-dibromo-2,3-dioxoindol-1-yl)acetamide hydrochloride